OC(=O)C(F)(F)F.O1N=CN=C1C(=O)N 1,2,4-oxadiazole-5-carboxamide TFA salt